C(CCC)C=1OC2=C(N1)C=CC(=C2)SC\C(\CN)=C\F (E)-2-(((2-butyl-benzo[d]oxazol-6-yl)thio)methyl)-3-fluoroprop-2-en-1-amine